2,2-diethyl-6-(5-(pyridin-3-yl)-1,2,4-oxadiazol-3-yl)chroman-4-one C(C)C1(OC2=CC=C(C=C2C(C1)=O)C1=NOC(=N1)C=1C=NC=CC1)CC